OC=1C(=C(C(=CC1)C)C=1C=2N(C3=CC(=NC=C3C1)NC(=O)C1CC1)N=CN2)C N-(4-(3-hydroxy-2,6-dimethylphenyl)-[1,2,4]triazolo[1,5-a][1,6]naphthyridin-8-yl)cyclopropanecarboxamide